FC(CC(F)(F)F)[Te]C1=CC=CC=C1 (1,3,3,3-tetrafluoropropyl)phenyl telluride